NC1=NN2C(N=CC=C2)=C1C(=O)N[C@@H](C)C=1N(C(C2=C(C=CC=C2C1)C#CC1=C2N(N=C1)CCC2)=O)C2=CC(=CC=C2)Cl (S)-2-Amino-N-(1-(2-(3-chlorophenyl)-8-((5,6-dihydro-4H-pyrrolo[1,2-b]pyrazole-3-yl)ethynyl)-1-oxo-1,2-dihydroisoquinolin-3-yl)ethyl)pyrazolo[1,5-a]pyrimidine-3-carboxamide